NC1=NC=C2N(C(N(C2=N1)[C@@H]1O[C@@H]([C@H]([C@H]1O)F)CO)=O)CC1=CC(=C(C=C1)Cl)Cl 2-amino-9-((2R,3S,4S,5R)-4-fluoro-3-hydroxy-5-(hydroxymethyl)tetrahydrofuran-2-yl)-7-(3,4-dichlorobenzyl)-7,9-dihydro-8H-purin-8-one